(±)-(1S,5S,6S)-6-fluoro-7-oxo-3-oxa-9-azabicyclo[3.3.1]Nonane-9-carboxylic acid tert-butyl ester C(C)(C)(C)OC(=O)N1[C@@H]2COC[C@H]1[C@@H](C(C2)=O)F |r|